(oxy-1,2-ethylene) phosphate P1(=O)(OOCCO1)[O-]